CC1=C(N(C2=CC=CC=C12)S(=O)(=O)C1=CC=C(C)C=C1)CN1CCOCC1 4-((3-Methyl-1-tosyl-1H-indol-2-yl)methyl)morpholine